(R)-N-(4-(chlorodifluoromethoxy)phenyl)-4-methyl-6-(4,4,5,5-tetramethyl-1,3,2-dioxaborolan-2-yl)-3,4-dihydro-2H-benzo[4,5]imidazo[2,1-b][1,3]thiazine-8-carboxamide ClC(OC1=CC=C(C=C1)NC(=O)C=1C=C(C2=C(N=C3SCC[C@H](N32)C)C1)B1OC(C(O1)(C)C)(C)C)(F)F